4-(5-((cyclopropylmethyl)thio)pyrazin-2-yl)-1',3'-dihydrospiro[cyclohexane-1,2'-inden]-1'-amine C1(CC1)CSC=1N=CC(=NC1)C1CCC2(C(C3=CC=CC=C3C2)N)CC1